ethyl (S)-(-)-3-hydroxybutanoate O[C@H](CC(=O)OCC)C